2,3-dihydro-1H-pyrido[2,3-b][1,4]oxazine-7-carboxylate N1C2=C(OCC1)N=CC(=C2)C(=O)[O-]